[6-(4-tert-butyl-5-chloro-2-methyl-phenyl)-2-methyl-4-oxo-1H-pyridin-3-yl]pyridine-2-carboxamide C(C)(C)(C)C1=CC(=C(C=C1Cl)C1=CC(C(=C(N1)C)C=1C(=NC=CC1)C(=O)N)=O)C